FC1=C(C(=CC(=C1)C(F)(F)F)OC)B1OC(C(O1)(C)C)(C)C 2-[2-fluoro-6-methoxy-4-(trifluoromethyl)phenyl]-4,4,5,5-tetramethyl-1,3,2-dioxaborolane